tert-butyl 4-[[5-(trifluoromethyl)-4-trimethylstannylpyrimidin-2-yl]amino]piperidine-1-carboxylate FC(C=1C(=NC(=NC1)NC1CCN(CC1)C(=O)OC(C)(C)C)[Sn](C)(C)C)(F)F